BrC1=CC(=C(C(=O)N2COC3=C(C2)C=CC=C3C3=CC=C(C(=N3)N3CCCCC3)C(=O)OC)C(=C1)Cl)Cl Methyl 6-[3-(4-bromo-2,6-dichlorobenzoyl)-2,4-dihydro-1,3-benzoxazin-8-yl]-2-piperidin-1-ylpyridine-3-carboxylate